[Si](C)(C)(C(C)(C)C)OC1=C(C=C(C=C1)NC(=O)NCC=1C=C2CN(C(C2=CC1)=O)C1C(NC(CC1)=O)=O)Cl 1-(4-((tert-butyldimethylsilyl)oxy)-3-chlorophenyl)-3-((2-(2,6-dioxopiperidin-3-yl)-1-oxoisoindolin-5-yl)methyl)urea